BrC1=C(C=CC=C1)S(=O)(=O)N(COCC[Si](C)(C)C)C 2-bromo-N-methyl-N-((2-(trimethylsilyl)ethoxy)methyl)benzenesulfonamide